FC=1C=C(C=C(C1)F)[C@H](C)NC(=O)C=1C=NC2=C(N=C(C=C2C1N1CC2(CCCN2)CC1)C)C1CC1 N-[(S)-1-(3,5-difluorophenyl)ethyl]-8-cyclopropyl-4-(1,7-diaza-7-spiro[4.4]nonyl)-6-methyl-1,7-diaza-3-naphthamide